FC1=C(C(=O)N[C@H](C(C)C)C(=O)N2CCC3(C(CN(C3)C)C3=CC=C(C(=O)O)C=C3)CC2)C=C(C=C1)C(F)(F)F 4-(8-((2-fluoro-5-(trifluoromethyl)benzoyl)-D-valyl)-2-methyl-2,8-diazaspiro[4.5]decan-4-yl)benzoic acid